4-amino-5-(chloromethyl)-2-methylpyrimidin Hydrobromide Br.NC1=NC(=NC=C1CCl)C